CC1=CC=C(C=C1)SC=1C=C2CCCC(C2=CC1)CN {6-[(4-methylphenyl)thio]-1,2,3,4-tetrahydronaphthalen-1-yl}methylamine